ClC=1C=C(C=CC1)CN1CCOC2=C(C1=O)C=C(C=C2)OC2=CC(=NC=C2)C=2C=NN(C2)C 4-[(3-chlorophenyl)methyl]-7-{[2-(1-methylpyrazol-4-yl)-4-pyridyl]oxy}-2,3-dihydro-1,4-benzoxazepin-5-one